3-[6-(2,3,4,4a,5,6,7,7a-Octahydropyrrolo[3,4-b]pyridin-1-yl)pyrimidin-4-yl]-6-(difluoromethyl)imidazo[1,2-b]pyridazine N1(C2C(CCC1)CNC2)C2=CC(=NC=N2)C2=CN=C1N2N=C(C=C1)C(F)F